OC1(COC1)C1=CC=C(C=C1)C(=O)N1CCN(CC1)CCNC1=NC=C(C=N1)C(F)(F)F (4-(3-hydroxyoxetan-3-yl)phenyl)(4-(2-((5-(trifluoromethyl)pyrimidin-2-yl)amino)ethyl)piperazin-1-yl)methanone